C(C)OC(=O)C1=CN(C2=C(C(=C(C=C2C1=O)F)F)F)C1CC1 1-cyclopropyl-6,7,8-trifluoro-1,4-dihydro-4-oxo-3-quinolinecarboxylic acid ethyl ester